[C@@H]12N(C[C@@H](NC1)C2)C=2C=CC=1N=CN=C(C1N2)NC2=C(C(=C(C=C2)OC2(COC2)C)Cl)F 6-((1S,4S)-2,5-diazabicyclo[2.2.1]heptan-2-yl)-N-(3-chloro-2-fluoro-4-((3-methyloxetan-3-yl)oxy)phenyl)pyrido[3,2-d]pyrimidin-4-amine